O=C1NC(CCC1N1C(C2=CC=CC(=C2C1=O)NCCCOC=1C=C(C=CC1)CC(=O)NC=1SC(=C(N1)C=1C=C2CCN(C2=CC1)C(C1=C(C=CC=C1)C)=O)C)=O)=O 2-(3-(3-((2-(2,6-dioxopiperidin-3-yl)-1,3-dioxoisoindolin-4-yl)amino)propoxy)phenyl)-N-(5-methyl-4-(1-(2-methylbenzoyl)indolin-5-yl)thiazol-2-yl)acetamide